[5-(hydroxymethyl)-2-furyl]{2-[4-(1-phenylcyclopropyl)-1-piperazinyl]-7-aza-7-spiro[3.5]nonyl}methanone OCC1=CC=C(O1)C(=O)N1CCC2(CC(C2)N2CCN(CC2)C2(CC2)C2=CC=CC=C2)CC1